FC1=C(C(=CC=C1)F)C1=CC(=C2C(=N1)C(NC2=O)C)NC2=NC=C(C=C2)OC 2-(2,6-difluorophenyl)-4-((5-methoxypyridin-2-yl)amino)-7-methyl-6,7-dihydro-5H-pyrrolo[3,4-b]pyridin-5-one